C=1(C(=CC=CC1)C(=O)NS(=O)(=O)C1=CC=C(C)C=C1)C N-(o-toluoyl)-p-toluenesulfonamide